C(C)(=O)SCCC1=C(C(=CC=C1Br)Br)F S-(3,6-dibromo-2-fluorophenylethyl) thioacetate